1,3,5-tris(3,5-di-tert-butyl-4-hydroxybenzyl)-2,4,6-trimethylbenzene C(C)(C)(C)C=1C=C(CC2=C(C(=C(C(=C2C)CC2=CC(=C(C(=C2)C(C)(C)C)O)C(C)(C)C)C)CC2=CC(=C(C(=C2)C(C)(C)C)O)C(C)(C)C)C)C=C(C1O)C(C)(C)C